C1(CC1)N1N=CC(=C1)C=1C=C(C=CC1)N(C(=O)[C@@H]1CC[C@H](CC1)C(=O)OC)C[C@@H]1CC[C@H](CC1)C1=NC(=C(C=C1)OC)C trans-Methyl 4-((3-(1-cyclopropyl-1H-pyrazol-4-yl)-phenyl)((trans-4-(5-methoxy-6-methylpyridin-2-yl)cyclohexyl)methyl)carbamoyl)-cyclohexanecarboxylate